8-(2,3,5-trifluorophenyl)quinoline-3-carboxylate FC1=C(C=C(C=C1F)F)C=1C=CC=C2C=C(C=NC12)C(=O)[O-]